O=C1NC(CCC1N1CC2=CC=CC(=C2C1)CN1CC(CCC1)N1CCNCC1)=O 2-(2,6-dioxopiperidin-3-yl)-4-((3-(piperazin-1-yl)piperidin-1-yl)methyl)isoindoline